[Zn].C1(=CC=CC=C1)C1=C2C=CC(C(=C3C=CC(=C(C=4C=CC(=C(C5=CC=C1N5)C5=CC=CC=C5)N4)C4=CC=CC=C4)N3)C3=CC=CC=C3)=N2 tetraphenyl-porphine zinc